(3,3-dimethylbut-1-yn-1-yl)potassium trifluoroborate B(F)(F)F.CC(C#C[K])(C)C